((1S,4S,6R)-6-(benzo[d]oxazol-2-ylamino)-2-azabicyclo[2.2.1]heptan-2-yl)(3-fluoro-2-(pyrimidin-2-yl)phenyl)methanone O1C(=NC2=C1C=CC=C2)N[C@@H]2C[C@@H]1CN([C@H]2C1)C(=O)C1=C(C(=CC=C1)F)C1=NC=CC=N1